N[C@H]1[C@@H](CN(CC1)C1=C(C=NC2=CC=C(C=C12)C=1C(=C(C#N)C=C(C1F)F)O)C1=CC(=CC(=C1)C)F)OC 3-{4-[trans-4-amino-3-methoxypiperidin-1-yl]-3-(3-fluoro-5-methylphenyl)quinolin-6-yl}-4,5-difluoro-2-hydroxybenzonitrile